FC(CN1SN[C@]2(C3CC=4C=C(C=CC4C[C@@H]2CC3)\C=C\CN3CCC(CC3)C(F)(F)F)C1)(F)F (4R,10'S)-2-(2,2,2-trifluoroethyl)-5'-[(E)-3-[4-(trifluoromethyl)piperidin-1-yl]prop-1-enyl]spiro[1,2,5-thiadiazolidine-4,13'-tricyclo[8.2.1.03,8]trideca-3(8),4,6-triene]